FC=1C=C(C=C(C1OC1=C2C(=NC=C1)NC=C2C2=C(C(=CC=C2)OC)F)F)NC=2OC[C@@](CN2)(C)CO |r| (+/-)-{2-[(3,5-difluoro-4-{[3-(2-fluoro-3-methoxyphenyl)-1H-pyrrolo[2,3-b]pyridin-4-yl]oxy}phenyl)amino]-5-methyl-5,6-dihydro-4H-1,3-oxazin-5-yl}methanol